ClC1=C(N=C2N1C(=C(C=C2)OC2=NC=C(C=C2OCC(F)(F)F)F)Cl)C(=O)NC2(CCS(CC2)(=O)=O)C 3,5-Dichloro-6-[[5-fluoro-3-(2,2,2-trifluoroethoxy)-2-pyridyl]oxy]-N-(4-methyl-1,1-dioxo-thian-4-yl)imidazo[1,2-a]pyridine-2-carboxamide